(trifluoromethyl)spiro[cyclopropane-1,3'-indoline]-2'-one FC(F)(F)N1C(C2(C3=CC=CC=C13)CC2)=O